FC=1C=CC2=C(N=C(S2)[C@H]2N(CCC3=C2N=CN3)C(=O)C=3C=NN2C3C=CC(=C2)F)C1 (S)-(4-(5-fluorobenzo[d]thiazol-2-yl)-6,7-dihydro-1H-imidazo[4,5-c]pyridin-5(4H)-yl)(6-fluoropyrazolo[1,5-a]pyridin-3-yl)methanone